7-hydroxy-1-methylquinolin-4(1H)-one OC1=CC=C2C(C=CN(C2=C1)C)=O